ClC1=CC=C(C(=N1)C(=O)NS(=O)(=O)C)N[C@H](C)C=1C=C(C=C2C(N(C(=NC12)N1C[C@@H](CCC1)C1=NC=CC(=N1)C)C)=O)C |o1:29| 6-chloro-3-(((R)-1-(3,6-dimethyl-2-((R*)-3-(4-methylpyrimidin-2-yl)piperidin-1-yl)-4-oxo-3,4-dihydroquinazolin-8-yl)ethyl)amino)-N-(methylsulfonyl)picolinamide